C1(CCC1)NCC1=C(N(C(=C1C1=CC(=CC=C1)F)C)CC1=CC=C(C=C1)C)C(=O)O 3-[(cyclobutylamino)methyl]-4-(3-fluorophenyl)-5-methyl-1-(4-methylbenzyl)-1H-pyrrole-2-carboxylic acid